BrC1=C(C=C2C(=CNC2=C1)CNC(OC(C)(C)C)=O)F tert-butyl (6-bromo-5-fluoro-1H-indol-3-yl)methylcarbamate